(R)-N-(1-Ethylpiperidin-3-yl)-5-methyl-6-(4-(trifluoromethyl)-1H-indazol-7-yl)pyridazin-3-amine C(C)N1C[C@@H](CCC1)NC=1N=NC(=C(C1)C)C=1C=CC(=C2C=NNC12)C(F)(F)F